N[C@H](COC(=O)N1N=CC2=CC(=CC=C12)C=1C(=NC=CC1)C1=CC(=C(C=C1)F)C)CC1=CNC2=CC=CC=C12 (S)-2-Amino-3-(1H-indol-3-yl)propyl-5-(2-(4-fluoro-3-methylphenyl)pyridin-3-yl)-1H-indazol-1-carboxylat